OC1=C(C(=NN1C1=NC=C(C=C1)S(=O)(=O)C)C)C1=NC=C(C#N)C=C1 6-(5-hydroxy-3-methyl-1-(5-(methylsulfonyl)pyridin-2-yl)-1H-pyrazol-4-yl)nicotinonitrile